(5'S,7a'R)-1-(2-fluoro-5-methylbenzene-1-carbonyl)-5'-(3-fluoro-phenyl)tetrahydro-3'H-spiro[piperidine-4,2'-pyrrolo[2,1-b]-[1,3]oxazol]-3'-one FC1=C(C=C(C=C1)C)C(=O)N1CCC2(C(N3[C@H](O2)CC[C@H]3C3=CC(=CC=C3)F)=O)CC1